2-(tert-butyl)-1,2,3,4-tetrahydrobenzo[b][1,6]naphthyridine-8-carboxylic acid C(C)(C)(C)N1CC=2C=C3C(=NC2CC1)C=CC(=C3)C(=O)O